C(C)C1=C(C2=CC=CC=C2C(=C1)OC(=O)OC)OC(=O)OC 2-ethyl-1,4-bis(methoxycarbonyloxy)naphthalene